ClC=1N=C(C2=C(N1)N(C=C2)S(=O)(=O)C2CC2)N2[C@@H](COCC2)C (R)-4-(2-chloro-7-(cyclopropylsulfonyl)-7H-pyrrolo[2,3-d]pyrimidin-4-yl)-3-methylmorpholine